C(=O)(O)C1C(C(C(C1)C(=O)O)CC(=O)O)C(=O)O 1,2,4-tricarboxy-3-carboxymethylcyclopentane